C(CCC)OC([C@H](C)NP(=O)(OC1=CC=CC2=CC=CC=C12)CC1=CC2=C(SC(=C2)C(=O)O)C=C1)=O 5-(((((S)-1-butoxy-1-oxopropan-2-yl)amino)(naphthalen-1-yloxy)phosphoryl)methyl)benzo[b]thiophene-2-carboxylic acid